beta-methylacrylate CC=CC(=O)[O-]